O=C1CCN(CCC1)C(=O)OC(C)(C)C tert-Butyl 4-oxoazepane-1-carboxylate